C(C)OC1=CC=C(C=C1)N1C[C@H](N([C@H](C1)C)C(=O)OC1CC2(CN(C2)CC2=CC=CC=C2)C1)C 2-benzyl-2-azaspiro[3.3]heptan-6-yl (2R,6S)-4-(4-ethoxyphenyl)-2,6-dimethylpiperazine-1-carboxylate